Methanesulfonylphenyl-quinolinone CS(=O)(=O)C1=C(C(NC2=CC=CC=C12)=O)C1=CC=CC=C1